FC(C1=NN=C(S1)C1=NC=C2N1C=C(C=C2N2C[C@@H]1COCCN1C[C@@H]2CO)S(=O)(=O)NC2(CC2)C)F 3-(5-(difluoromethyl)-1,3,4-thiadiazol-2-yl)-8-((7R,9aR)-7-(hydroxymethyl)hexahydropyrazino[2,1-c][1,4]oxazin-8(1H)-yl)-N-(1-methylcyclopropyl)imidazo[1,5-a]pyridine-6-sulfonamide